ONC(C1=C(C(=CC=C1)N1CC(C1)OC1=CC=C(C=C1)CNC=1C=NC=CC1)N1C=CC=C1)=O N-hydroxy-3-(3-(4-((pyridin-3-ylamino)methyl)phenoxy)azetidin-1-yl)-2-(1H-pyrrol-1-yl)benzamide